4'-(benzyloxy)-8'-(6-methyl-1-(tetrahydro-2H-pyran-2-yl)-5-(trifluoromethyl)-1H-indazol-4-yl)-2'-(methylthio)spiro[cyclopropane-1,9'-pyrido[4',3':3,4]cyclopenta[1,2-d]pyrimidine] C(C1=CC=CC=C1)OC=1C2=C(N=C(N1)SC)C1(C3=C2C=CN=C3C3=C2C=NN(C2=CC(=C3C(F)(F)F)C)C3OCCCC3)CC1